1-(5-(6-chloro-3-(1H-imidazol-1-yl)-5-methoxy-1-methyl-1H-pyrrolo[3,2-b]pyridin-2-yl)-4H-1,2,4-triazol-3-yl)-N,N-dimethylethan-1-amine ClC=1C=C2C(=NC1OC)C(=C(N2C)C=2NC(=NN2)C(C)N(C)C)N2C=NC=C2